C(CC=C)OC1=CC(=CC=2C(C3=CC=CC(=C3C(C12)=O)OCCC=C)=O)NC(CCl)=O N-(4,5-bis(but-3-en-1-yloxy)-9,10-dioxo-9,10-dihydroanthracen-2-yl)-2-chloroacetamide